C(C)(C)(C)NC1=CC=C(C=C1)C(C)(C)C tert-butyl-4-(tert-butyl)aniline